C(C)(C)(C)OC(NCC1(CCC(CC1)S(=O)(=O)C)C=O)=O tert-butyl(((1s*,4s*)-1-formyl-4-(methylsulfonyl)cyclohexyl)methyl)carbamate